TRIBUTYLPHOSPHAT C(CCC)OP(=O)(OCCCC)OCCCC